6-[6-methoxy-5-(pyrazol-1-yl)pyridin-2-yl]-N-methyl-N-[(2S,4S)-2-methylpiperidin-4-yl]pyridazin-3-amine COC1=C(C=CC(=N1)C1=CC=C(N=N1)N([C@@H]1C[C@@H](NCC1)C)C)N1N=CC=C1